5-((3,5-dicyclohexylphenyl)(methyl)amino)picolinic acid C1(CCCCC1)C=1C=C(C=C(C1)C1CCCCC1)N(C=1C=CC(=NC1)C(=O)O)C